2-chloro-4-fluoro-3-iodophenyl-2-methyl-N-((2-(trimethylsilyl)ethoxy)-methyl)propane-1-sulfonamide ClC1=C(C=CC(=C1I)F)C(C(C)C)S(=O)(=O)NCOCC[Si](C)(C)C